trans-3,7-Dimethyl-octa-2,6-dien CC(=CC)CCC=C(C)C